C(C)(C)(C)OOC(C)(C)C1=C(C=CC=C1)C(C)(C)OOC(C)(C)C di(t-butylperoxyisopropyl)-benzene